ClC=1C=C(C=CC1C#N)NC(NCCN1N=C(C2=CC=CC=C12)C(=O)N)=O 1-(2-(3-(3-chloro-4-cyanophenyl)ureido)ethyl)-1H-indazole-3-carboxamide